2,2'-azobis(2-methyl-N-phenylpropionamidine) dihydrochloride Cl.Cl.N(=NC(C(=N)NC1=CC=CC=C1)(C)C)C(C(=N)NC1=CC=CC=C1)(C)C